CC1(OCCN(C1)C=1C=NC=2CCN(CC2C1)C1=NC=C(C#N)C=C1C)C 6-(3-(2,2-dimethylmorpholino)-7,8-dihydro-1,6-naphthyridin-6(5H)-yl)-5-methylnicotinonitrile